NC=1C2=C(N=CN1)N(C(=C2C2=CC=C(C=C2)OC2=NC=CC(=N2)C)C=2C=CC(=NC2)N2C(C(=CC2)C)=O)C 1-(5-(4-amino-7-methyl-5-(4-((4-methylpyrimidin-2-yl)oxy)phenyl)-7H-pyrrolo[2,3-d]pyrimidin-6-yl)pyridin-2-yl)-3-methyl-1,5-dihydro-2H-pyrrol-2-one